ClC=1C=CC(=C(C1)C1=CC=C2C(=CN=NC2=C1)NCC1=C(C=C(C=C1)OC)OC)C1=NN(C(=C1)C(F)(F)F)C1OCCCC1 7-[5-chloro-2-[1-(oxan-2-yl)-5-(trifluoromethyl)pyrazol-3-yl]phenyl]-N-[(2,4-dimethoxyphenyl)methyl]cinnolin-4-amine